sodium 2-mercaptoethansulfonate SCCS(=O)(=O)[O-].[Na+]